CC=1SC2=C(N1)C=CC(=C2)O 2-methyl-1,3-benzothiazol-6-ol